O=C1N(CCC1)CCNC(=O)C1=CC=C(C=C1)C1=C(N(C=C1)S(N)(=O)=O)C(=O)O 3-[4-[2-(2-Oxopyrrolidin-1-yl)ethylcarbamoyl]phenyl]-1-sulfamoyl-pyrrole-2-carboxylic acid